(1R,2S,5S)-N-((5-bromopyridin-3-yl)(cyano)methyl)-3-((S)-3,3-dimethyl-2-(2,2,2-trifluoroacetylamino)butyryl)-6,6-dimethyl-3-azabicyclo[3.1.0]hexane-2-carboxamide BrC=1C=C(C=NC1)C(NC(=O)[C@@H]1[C@H]2C([C@H]2CN1C([C@H](C(C)(C)C)NC(C(F)(F)F)=O)=O)(C)C)C#N